BrC1=CC(=C(S1)C(=O)OC)NC(=O)OC1=CC=C(C=C1)[N+](=O)[O-] methyl 5-bromo-3-(((4-nitrophenoxy)carbonyl)amino)thiophene-2-carboxylate